5,12,18-Trihydroxyeicosa-8,10,16-trien OC(CCCC)CCC=CC=CC(CCCC=CC(CC)O)O